n-pentyl methacrylate n-hexyl-methacrylate C(CCCCC)OC(C(=C)C)=O.C(C(=C)C)(=O)OCCCCC